methyl-3-trifluoromethyl-4H-benzopyran-4-one CC=1OC2=C(C(C1C(F)(F)F)=O)C=CC=C2